C1(CC1)S(=O)(=O)NC1=NC=CC(=N1)C1(CCN(CC1)S(=O)(=O)C)C(=O)NC1=NC=C(C=C1)C1=NC(=CN=C1)OCC 4-(2-(cyclopropanesulfonylamino)pyrimidin-4-yl)-N-(5-(6-ethoxypyrazin-2-yl)pyridin-2-yl)-1-(methylsulfonyl)piperidine-4-carboxamide